(R)-N-((1R,2R)-1-(8-fluoro-2,3-dihydrobenzo[b][1,4]dioxin-6-yl)-1-hydroxy-3-(pyrrolidin-1-yl)propan-2-yl)-1-(pyridin-2-yl)pyrrolidine-3-carboxamide FC1=CC(=CC2=C1OCCO2)[C@H]([C@@H](CN2CCCC2)NC(=O)[C@H]2CN(CC2)C2=NC=CC=C2)O